ClC1=CC(=C(C=C1Cl)NC(=NOC)N1C2CCC1CC=1C(=NC=CC12)F)F (±)-N-(4,5-dichloro-2-fluorophenyl)-1-fluoro-N'-methoxy-6,7,8,9-tetrahydro-5H-5,8-epimino-cyclohepta[c]pyridine-10-carboximidamide